OC=1C=C(C=2C(=CC3=C4C=CC=CC4=C(C=C3C2C1)O)O)OCC 3,6,12-trihydroxyethoxychrysene